Cl.Cl.C(C)(C)N[C@@H]1[C@@H](NCC1)C (2S,3S)-N-Isopropyl-2-methylpyrrolidin-3-amine dihydrochloride